5-[[2-(2-Cyclohexyl-5-methyl-1-piperidyl)-2-oxo-acetyl]amino]-2-methoxy-pyridine-3-carboxamide C1(CCCCC1)C1N(CC(CC1)C)C(C(=O)NC=1C=C(C(=NC1)OC)C(=O)N)=O